C(C)(C)(C)OC(=O)N1CCC(CC1)CN1CCNCC1 4-[(piperazin-1-yl)methyl]piperidine-1-carboxylic acid tert-butyl ester